NC1=C(C(=NC=2N1N=C(C2C)C)NCCC2=NN(C=C2)C2C(CC2)CO)C#N Racemic-(+-)-7-amino-5-((2-(1-(2-(hydroxymethyl)cyclobutyl)-1H-pyrazol-3-yl)ethyl)amino)-2,3-dimethylpyrazolo[1,5-a]pyrimidine-6-carbonitrile